C1(=CC(=CC=C1)C[C@@H]1N(CC[C@@H]1NS(=O)(=O)C)C(=O)C1(CCC1)F)C1=CC=CC=C1 N-((2S,3S)-2-(biphenyl-3-ylmethyl)-1-((1-fluorocyclobutyl)carbonyl)pyrrolidin-3-yl)methanesulfonamide